FC1=C(C(=C(C(=C1F)SCCCC(C(F)(F)F)(F)F)F)F)SCCCC(C(F)(F)F)(F)F (perfluoro-1,4-phenylene)bis((4,4,5,5,5-pentafluoropentyl)sulfane)